BrC=1C(=C(C=CC1)S(=O)(=O)N(CC1=C(C=C(C=C1)OC)OC)CC1=C(C=C(C=C1)OC)OC)C 3-bromo-N,N-bis(2,4-dimethoxybenzyl)-2-methylbenzenesulfonamide